N-lauroyl-serine C(CCCCCCCCCCC)(=O)N[C@@H](CO)C(=O)O